C1(CC1)N1C=C(C(C2=CC(=C(C(=C12)OC)N1CC(CCC1)N(C)CC(=O)NC1=CC(=C(C=C1)C(=O)OCC)O)F)=O)C(=O)O 1-Cyclopropyl-7-(3-((2-((4-(ethoxycarbonyl)-3-hydroxyphenyl)amino)-2-oxoethyl)(methyl)amino)piperidin-1-yl)-6-fluoro-8-methoxy-4-oxo-1,4-dihydroquinoline-3-carboxylic acid